C(C)(=O)C1=CC=C(C=C1)C(C(=O)N)=C (4-acetylphenyl)acrylamide